FC=1C=C2C=NN(C2=C(C1O)F)C1=CC=C(C=C1)C=1C=NC=CC1 5,7-Difluoro-1-(4-(pyridin-3-yl)phenyl)-1H-indazol-6-ol